ethyl (E)-3-(6-methoxy-4-methylpyridin-3-yl)acrylate COC1=CC(=C(C=N1)/C=C/C(=O)OCC)C